ClC=1C=C(C=C(C1C1(C(C(=C(C2=CC=CC=C12)N)\N=N\[H])O)S(=O)(=O)O)Cl)C1=CC(=C(C(=C1)Cl)C1(C(C(=C(C2=CC=CC=C12)N)\N=N\[H])O)S(=O)(=O)O)Cl 1,1'-(3,3',5,5'-tetrachloro[1,1'-biphenyl]-4,4'-diyl)bis{4-amino-2-hydroxy-3-[(E)-diazenyl]naphthalene-1-sulfonic acid}